C(C)OC(C(C(=O)NNC(=O)OC(C)(C)C)(C)C)=O tert-butyl 2-(3-ethoxy-2,2-dimethyl-3-oxopropanoyl)hydrazine-1-carboxylate